ClC=1C=CC(=C(C1)C1=C2C(=NC(=C1)CC)C(=CS2)C(=O)OC(C)(C)C)OCCN2C(=NC1=C(C2=O)C(=C(N=C1)Cl)C#N)C tert-butyl 7-(5-chloro-2-(2-(6-chloro-5-cyano-2-methyl-4-oxopyrido[3,4-d]pyrimidin-3(4H)-yl)ethoxy)phenyl)-5-ethylthieno[3,2-b]pyridine-3-carboxylate